tert-butyl 2-[3-(bromomethyl)-4-{2-[(2,3-dihydro-1H-inden-2-yl)amino]pyrimidin-5-yl}-1H-pyrazol-1-yl]acetate BrCC1=NN(C=C1C=1C=NC(=NC1)NC1CC2=CC=CC=C2C1)CC(=O)OC(C)(C)C